4-((2-(4-methoxyphenyl)quinolin-4-yl)thio)butyl 2-oxo-2H-chromene-3-carboxylate O=C1OC2=CC=CC=C2C=C1C(=O)OCCCCSC1=CC(=NC2=CC=CC=C12)C1=CC=C(C=C1)OC